NC1=C(C=C(C=N1)NC(C(=O)N1[C@H](CC[C@@H](C1)C)C=1C=CC2=C(N=C(S2)C(C)N(C)C)C1)=O)CC N-(6-amino-5-ethylpyridin-3-yl)-2-((2R,5S)-2-(2-(1-(dimethylamino)ethyl)benzo[d]thiazol-5-yl)-5-methylpiperidin-1-yl)-2-oxoacetamide